C(C)(C)(C)OC(=O)N1CCN(CC1)C1CCN(CC1)C1=C(C=C(C(=C1)OC1CC1)NC1=NC=C(C(=N1)NC=1C=NC2=CC=CC=C2C1P(=O)(C)C)Br)C1CC1 4-(1-(4-((5-bromo-4-((4-(dimethylphosphoryl)quinolin-3-yl)amino)pyrimidin-2-yl)amino)-5-cyclopropyloxy-2-cyclopropylphenyl)piperidin-4-yl)piperazine-1-carboxylic acid tert-butyl ester